O1[C@H](CCC2=CC=CC=C12)C=1NC(C=2N(C1)N=C(C2)C(=O)O)=O |r| rac-6-(3,4-Dihydro-2H-chromen-2-yl)-4-oxo-4,5-dihydropyrazolo[1,5-a]pyrazine-2-carboxylic acid